4-(1-((6-fluoropyridin-2-yl)methyl)piperidin-4-yl)-1,6-dimethyl-1,4-dihydropyrido[2,3-b]pyrazine-2,3-dione FC1=CC=CC(=N1)CN1CCC(CC1)N1C2=C(N(C(C1=O)=O)C)C=CC(=N2)C